6-chloro-4-(6-(difluoromethyl)morpholin-2-yl)-6'-fluoro-N-methyl-[2,4'-bipyridine]-2'-carboxamide hydrochloride Cl.ClC1=CC(=CC(=N1)C1=CC(=NC(=C1)F)C(=O)NC)C1CNCC(O1)C(F)F